BrC1=C(N(C2=C1C=NC=1C=CC=CC21)CC2=CC=C(C=C2)OC)CC2OCCC2 bromo-1-[(4-methoxyphenyl)methyl]-2-[(oxolan-2-yl)methyl]-1H-pyrrolo[3,2-c]quinoline